1,4-dihydro-3,1-benzoxazin-2-one hydrochloride Cl.N1C(OCC2=C1C=CC=C2)=O